1,2,3,4,5-pentamethylcyclopentadienide C[C-]1C(=C(C(=C1C)C)C)C